6-bromo-2-(3-(3-methyl-1-(4-methyl-4H-1,2,4-triazol-3-yl)cyclobutyl)phenyl)-4-(trifluoromethyl)-2H-indazole BrC=1C=C(C2=CN(N=C2C1)C1=CC(=CC=C1)C1(CC(C1)C)C1=NN=CN1C)C(F)(F)F